COC=1C=2N(C=CC1)N=C(C2)[C@@H]2N(CCC1=C2N=CN1)C1=NC=C(C=N1)C(F)(F)F (R)-4-(4-methoxypyrazolo[1,5-a]pyridin-2-yl)-5-(5-(trifluoromethyl)pyrimidin-2-yl)-4,5,6,7-tetrahydro-1H-imidazo[4,5-c]pyridine